BrC1=CC=C(C=C1)C(C(=O)N[C@@H](C(C)C)C(=O)N[C@H](CCC(=O)OCC)C(=O)OCC)(C)C diethyl (2-(4-bromophenyl)-2-methylpropanoyl)-L-valyl-D-glutamate